3,3'-carbonylbis(7-acetoxycoumarin) C(=O)(C=1C(OC2=CC(=CC=C2C1)OC(C)=O)=O)C=1C(OC2=CC(=CC=C2C1)OC(C)=O)=O